ClC1=CC(=CS1)CN(C(=O)N1[C@H]2[C@H](N(C[C@@H]1CC2)C(N(C2=CC=CC=C2)C2=CC=CC=C2)=O)C(=O)O)CC (1R,2S,5S)-8-(((5-chlorothiophene-3-yl)methyl)(ethyl)carbamoyl)-3-(diphenylcarbamoyl)-3,8-diazabicyclo[3.2.1]octane-2-carboxylic acid